[4-[6-(4-fluorophenyl)-2-methylpyrazolo[3,4-b]pyridin-5-yl]pyrimidin-2-ylamino]propan FC1=CC=C(C=C1)C=1C(=CC=2C(N1)=NN(C2)C)C2=NC(=NC=C2)NCCC